BrC1=CC2=CN(N=C2C=C1OC)[C@@H]1[C@@H](CC(CC1)=O)C |r| rac-(3R,4S)-4-(5-Bromo-6-methoxy-2H-indazol-2-yl)-3-methylcyclohexan-1-one